pentakis(p-dimethylaminophenyl)phthalide CN(C1=CC=C(C=C1)C1=C(C(=C2C(OC(=O)C2=C1)(C1=CC=C(C=C1)N(C)C)C1=CC=C(C=C1)N(C)C)C1=CC=C(C=C1)N(C)C)C1=CC=C(C=C1)N(C)C)C